(E)-N'-(4-chlorobenzylidene)-1-methyl-4-oxo-1,4-dihydroquinoline-3-carbohydrazide ClC1=CC=C(\C=N\NC(=O)C2=CN(C3=CC=CC=C3C2=O)C)C=C1